Cl.NC(C(=O)N1CCN(CC1)C(=O)NC1=NC(N(C=C1)[C@@H]1CC[C@H](CC1)CN[C@@H]1CC[C@H](CC1)N)=O)(C)C trans-trans-4-(2-amino-2-methylpropanoyl)-N-(1-(4-((4-aminocyclohexylamino)methyl)cyclohexyl)-2-oxo-1,2-dihydropyrimidin-4-yl)piperazine-1-carboxamide hydrochloride